4-(4-(3-(2-fluorophenyl)-1-methyl-1H-pyrazol-4-yl)-7-methoxyquinazolin-6-yl)morpholine FC1=C(C=CC=C1)C1=NN(C=C1C1=NC=NC2=CC(=C(C=C12)N1CCOCC1)OC)C